diisopropyl-nitrogen Lithium [Li].C(C)(C)[N]C(C)C